BrC1=NN2C(C(=NC(=C2)C=O)OC)=C1C 2-Bromo-4-methoxy-3-methylpyrazolo[1,5-a]pyrazine-6-carbaldehyde